tert-Butyl (2S,5R)-5-ethyl-4-(1-(3-fluoro-4-(trifluoromethyl)phenyl)-2-methylpropyl)-2-methylpiperazine-1-carboxylate C(C)[C@H]1N(C[C@@H](N(C1)C(=O)OC(C)(C)C)C)C(C(C)C)C1=CC(=C(C=C1)C(F)(F)F)F